3-(4-methoxyphenyl)pentane COC1=CC=C(C=C1)C(CC)CC